(E)-4-bromo-5-ethylidene-1-(tetrahydro-2H-pyran-2-yl)-5,6,7,8-tetrahydro-1H-benzo[f]indazole BrC1=C2C=NN(C2=CC2=C1/C(/CCC2)=C/C)C2OCCCC2